ClC1=C(C=C(C=C1)C=1NC(C=2N(C1)N=C(C2C(F)(F)F)C(=O)O)=O)C 6-(4-Chloro-3-methylphenyl)-4-oxo-3-(trifluoromethyl)-4,5-dihydropyrazolo[1,5-a]pyrazine-2-carboxylic acid